BrC=1C=CC(=C(C1)C(CC#N)N1N=CC(=C1)C=1C2=C(N=CN1)NC=C2)OCC#N 3-[5-bromo-2-(cyanomethoxy)-phenyl]-3-[4-(7H-pyrrolo[2,3-d]-pyrimidin-4-yl)-1H-pyrazol-1-yl]-propanenitrile